(R)-(4-(Azetidin-1-yl)-2-methyl-5,7-dihydro-6H-pyrrolo[3,4-d]pyrimidin-6-yl)(1-(2-chloropyridin-4-yl)pyrrolidin-3-yl)methanone N1(CCC1)C=1C2=C(N=C(N1)C)CN(C2)C(=O)[C@H]2CN(CC2)C2=CC(=NC=C2)Cl